ClC1=CC2=C(N(N=N2)CC2=CC=C(C=C2)C2=NOC(=N2)C(F)(F)F)C=C1OC1=CC=C(C=C1)OC 3-[4-[[5-chloro-6-(4-methoxyphenoxy)benzotriazol-1-yl]methyl]phenyl]-5-(trifluoromethyl)-1,2,4-oxadiazole